Acetic acid trans-2-hepten-1-YL ester C(\C=C\CCCC)OC(C)=O